5-[2-(azetidin-3-yl)ethynyl]-2-(2,6-dioxo-3-piperidyl)isoindoline-1,3-dione hydrochloride Cl.N1CC(C1)C#CC=1C=C2C(N(C(C2=CC1)=O)C1C(NC(CC1)=O)=O)=O